C(C=C)SC[C@H](N)C(=O)O S-ALLYL-L-CYSTEIN